(R)-dimethyl((2-(2-methyl-3H-imidazo[4,5-b]pyridin-7-yl)-6-(3-methyl-morpholino)pyrimidin-4-yl)imino)-λ6-sulfanone CS(=O)(=NC1=NC(=NC(=C1)N1[C@@H](COCC1)C)C1=C2C(=NC=C1)NC(=N2)C)C